2-(5-((3-(cyclopropylmethyl)-2,4,5-trioxoimidazolidin-1-yl)methyl)-1,2,4-oxadiazol-3-yl)-N-((4-hydroxytetrahydrofuran-2-yl)methyl)-N-(2-methoxyphenyl)acetamide C1(CC1)CN1C(N(C(C1=O)=O)CC1=NC(=NO1)CC(=O)N(C1=C(C=CC=C1)OC)CC1OCC(C1)O)=O